C(C)N1N=C(C=C1C=1NC(=NN1)C1=C2C=NN(C2=CC(=C1)C(=O)N)CC1CC2(C1)CCN(CC2)C)C 4-[5-(1-ethyl-3-methyl-1H-pyrazol-5-yl)-4H-1,2,4-triazol-3-yl]-1-[(7-methyl-7-azaspiro[3.5]nonan-2-yl)methyl]-1H-indazole-6-carboxamide